N-[5-(6-cyclopropyl-4-fluoropyridin-3-yl)-4-fluoro-2-methylphenyl]-6-fluoropyrazolo[1,5-a]pyridine-3-carboxamide C1(CC1)C1=CC(=C(C=N1)C=1C(=CC(=C(C1)NC(=O)C=1C=NN2C1C=CC(=C2)F)C)F)F